C(OC1CCCC1)(OC1CCCC1)=O Dicyclopentyl carbonate